hexyl S-(1-isopropyl-4-methylcyclohex-3-en-1-yl)cysteinate C(C)(C)C1(CC=C(CC1)C)SC[C@H](N)C(=O)OCCCCCC